C(C1=CC=CC=C1)N1CCN(CC(C1)(C)O)C(=O)C=1C=C(C=CC1)S(=O)(=O)NC1=NC(=CC(=N1)Cl)C1=C(C=CC=C1C)C 3-(4-benzyl-6-hydroxy-6-methyl-1,4-diazepane-1-carbonyl)-N-[4-chloro-6-(2,6-dimethylphenyl)pyrimidin-2-yl]benzenesulfonamide